FC=1C=C(C=C2CC(CC12)CNCCC1CN(C(O1)=O)C1=NC2=C(OCC(N2)=O)N=C1)OCCNS(=O)(=O)C N-[2-[[7-fluoro-2-[[2-[2-oxo-3-(3-oxo-4H-pyrazino[2,3-b][1,4]oxazin-6-yl)-1,3-oxazolidin-5-yl]ethylamino]methyl]-2,3-dihydro-1H-inden-5-yl]oxy]ethyl]methanesulfonamide